2-hydroxy-6-oxo-1-cyclohexen OC1=CC(CCC1)=O